2-chloro-4-(4-methylpiperidin-1-yl)quinazoline ClC1=NC2=CC=CC=C2C(=N1)N1CCC(CC1)C